3-amino-7-chloro-6-cyclopropyl-4-(7-fluoro-1H-indazol-4-yl)-1H-benzo[h]quinolin-2-one NC=1C(NC2=C3C(=C(C=C2C1C1=C2C=NNC2=C(C=C1)F)C1CC1)C(=CC=C3)Cl)=O